3-cyclopropyl-1-(trans-4-((4-(1-(difluoromethyl)-1H-pyrazol-3-yl)-5-(trifluoromethyl)-pyrimidin-2-yl)amino)cyclohexyl)-1-(5-(2-methoxy-pyrimidin-5-yl)pyridin-2-yl)urea C1(CC1)NC(N(C1=NC=C(C=C1)C=1C=NC(=NC1)OC)[C@@H]1CC[C@H](CC1)NC1=NC=C(C(=N1)C1=NN(C=C1)C(F)F)C(F)(F)F)=O